FC(C=1C(=C(C=CC1)[C@@H](C)NC=1C2=C(N=C(N1)C)C=NC(=C2)N2CCN(CCC2)C(C)=O)F)F 1-{4-[4-({(1R)-1-[3-(difluoromethyl)-2-fluorophenyl]ethyl}amino)-2-methylpyrido[3,4-d]pyrimidin-6-yl]-1,4-diazepan-1-yl}ethan-1-one